5-({2-[({4-[1-(2-hydroxyethyl)piperidin-4-yl]phenyl}carbonyl)amino]pyridin-4-yl}oxy)-6-(2-methoxyethoxy)-N-methyl-1H-indole-1-carboxamide hydrobromide salt Br.OCCN1CCC(CC1)C1=CC=C(C=C1)C(=O)NC1=NC=CC(=C1)OC=1C=C2C=CN(C2=CC1OCCOC)C(=O)NC